FC1=C(C=C(C=C1)C(=O)C1CCC(CC1)C(F)(F)F)C (4-fluoro-3-methylphenyl)(4-(trifluoromethyl)cyclohexyl)methanone